n-octan-1-amine C(CCCCCCC)N